N-(3-amino-6-((4-fluorobenzyl)oxy)-5-fluoropyridin-2-yl)cyclopropylamide NC=1C(=NC(=C(C1)F)OCC1=CC=C(C=C1)F)[N-]C1CC1